4-[4-Cyano-6-(2,6-dichloro-4-trifluoromethyl-benzyl)-3-hydroxy-pyridin-2-yl]-4-oxo-butyric acid ethyl ester C(C)OC(CCC(=O)C1=NC(=CC(=C1O)C#N)CC1=C(C=C(C=C1Cl)C(F)(F)F)Cl)=O